N,N'-diphenyl-N,N'-di-(1-naphthyl)-1,1'-biphenyl-4,4'-diamine C1(=CC=CC=C1)N(C1=CC=C(C=C1)C1=CC=C(C=C1)N(C1=CC=CC2=CC=CC=C12)C1=CC=CC=C1)C1=CC=CC2=CC=CC=C12